C/C(/C(=O)OC)=C/C methyl (2Z)-2-methylbut-2-enoat